Benzyl (imino(4-(((2S)-2-((4S)-4-phenoxypyrrolidine-2-carboxamido)propanamido)methyl)phenyl)methyl)carbamate N=C(C1=CC=C(C=C1)CNC([C@H](C)NC(=O)C1NC[C@H](C1)OC1=CC=CC=C1)=O)NC(OCC1=CC=CC=C1)=O